CN1C=C(C2=C1N=CN=C2N)B2OC(C(O2)(C)C)(C)C 7-methyl-5-(4,4,5,5-tetramethyl-1,3,2-dioxaborolan-2-yl)-7H-pyrrolo[2,3-d]pyrimidin-4-amine